1-[(1R,5S,6R)-2,2-difluoro-6-bicyclo[3.1.0]hexyl]-3-[[2-(difluoromethoxy)pyridin-4-yl]methyl]urea FC1([C@H]2[C@@H]([C@H]2CC1)NC(=O)NCC1=CC(=NC=C1)OC(F)F)F